C(C)C1=NC2=C(C=3C(C=C(C(C13)=O)SC1=CC=C(C=C1)C)=O)C(N(C(N2C)=O)C)=O 6-Ethyl-2,4-dimethyl-8-(p-tolylthio)pyrimido[4,5-c]Isochinolin-1,3,7,10(2H,4H)-Tetraon